{[(tert-Butoxy)carbonyl]amino}-2,2-dimethylpropanoic acid C(C)(C)(C)OC(=O)NCC(C(=O)O)(C)C